ethyl 3-[3-[1-[5-[5-[4,6-difluoro-1-(2-trimethylsilylethoxymethyl)indol-5-yl]oxy-2-(methoxymethoxy)phenyl]-1-(3-hydroxypropyl)-1,2,4-triazol-3-yl]ethyl]-2-fluoro-phenyl]propanoate FC1=C2C=CN(C2=CC(=C1OC=1C=CC(=C(C1)C1=NC(=NN1CCCO)C(C)C=1C(=C(C=CC1)CCC(=O)OCC)F)OCOC)F)COCC[Si](C)(C)C